N-(3-chlorophenyl)-5-(1-methyl-1H-pyrazol-4-yl)-1H-pyrazolo[3,4-b]pyridin-3-amine ClC=1C=C(C=CC1)NC1=NNC2=NC=C(C=C21)C=2C=NN(C2)C